2-(3-benzoylphenyl)-propionic acid C(C1=CC=CC=C1)(=O)C=1C=C(C=CC1)C(C(=O)O)C